O=C1OCC(O1)S(=O)(=O)O 2-oxo-1,3-dioxolane-4-sulfonic acid